ethyl 2-(5-bromo-6-fluoropyridin-2-yl)-2-formamidoacetate BrC=1C=CC(=NC1F)C(C(=O)OCC)NC=O